2-(4-cyano-5-(2-((2,3-dihydro-1H-inden-2-yl)amino)pyrimidin-5-yl)oxazol-2-yl)acetic acid C(#N)C=1N=C(OC1C=1C=NC(=NC1)NC1CC2=CC=CC=C2C1)CC(=O)O